(3R)-6-amino-1-{[3-(difluoromethyl)phenyl]methyl}-3-methyl-2-oxo-3H-pyrido[2,3-b][1,4]oxazine-7-carbonitrile NC=1C(=CC2=C(O[C@@H](C(N2CC2=CC(=CC=C2)C(F)F)=O)C)N1)C#N